tin-lead-silver-copper-bismuth [Bi].[Cu].[Ag].[Pb].[Sn]